C(C)(C)(C)OC(=O)N[C@H](C(=O)N(C)[C@H](C(=O)OC)CC(C)C)CC1CC1 methyl (2S)-2-[(2S)-2-[(t-butoxycarbonyl)amino]-3-cyclopropyl-N-methylpropanamido]-4-methylpentanoate